N2-[(1,3-dicarboxypropyl)carbamoyl]-L-lysinate C(=O)(O)C(CCC(=O)O)NC(=O)N[C@@H](CCCCN)C(=O)[O-]